FC=1C=C(C=C(C1)C)NC(=O)NC(C)CCC1=CC=C(C=C1)O 1-(3-fluoro-5-methylphenyl)-3-(4-(4-hydroxyphenyl)butan-2-yl)urea